4-nitrophenyl ((1r,3r)-3-(2-(trifluoromethyl)-4,5,6,7-tetrahydro-1H-benzo[d]imidazol-1-yl)cyclobutyl) carbonate C(OC1=CC=C(C=C1)[N+](=O)[O-])(OC1CC(C1)N1C(=NC2=C1CCCC2)C(F)(F)F)=O